OC1=C(C=C(C(=C1)Cl)O)Cl 1,4-dihydroxy-2,5-dichlorobenzene